COC(=O)C1=CC=C(N=N1)N1CCC2(CCN(C2)C(=O)OC(C)(C)C)CC1 tert-butyl 8-(6-methoxycarbonylpyridazin-3-yl)-2,8-diazaspiro[4.5]decane-2-carboxylate